N1=CN=C(C2=C1NC=C2)OC2C1CC(C(C2)C1)N1C(N(CC1=O)C=1C=NC=C(C1)C(F)(F)F)=O 3-[5-(7H-pyrrolo[2,3-d]pyrimidin-4-yloxy)bicyclo[2.2.1]hept-2-yl]-1-[5-(trifluoromethyl)-3-pyridinyl]-2,4-imidazolidinedione